CC(=CCCCCCCOCC1=CC=CC=C1)C (((8-methylnon-7-en-1-yl)oxy)methyl)benzene